1-(4-(1-methyl-1H-1,2,3-triazol-4-yl)-2-(4-(trifluoromethyl)phenyl)-5,8-dihydropyrido[3,4-d]pyrimidin-7(6H)-yl)propan-1-one CN1N=NC(=C1)C=1C2=C(N=C(N1)C1=CC=C(C=C1)C(F)(F)F)CN(CC2)C(CC)=O